2,3-dimethyl-5-ethyl-4-butoxy-phenol CC1=C(C=C(C(=C1C)OCCCC)CC)O